ClC=1C(=C(C(=CC1N1C[C@@]2(C(CC2)C(C)(C)N(C)C)CC1)F)S(=O)(=O)NC1=NC(=CC=C1)F)F chloro-4-[(4R)-3-[1-(dimethylamino)-1-methyl-ethyl]-6-azaspiro[3.4]octan-6-yl]-2,6-difluoro-N-(6-fluoro-2-pyridyl)benzenesulfonamide